C(#N)[C@H]1N([C@H]2C[C@H]2C1)C(CNC(=O)C1=CC=NC2=CC(=CC=C12)C1CC1)=O N-(2-((1S,3S,5S)-3-Cyano-2-azabicyclo[3.1.0]hexan-2-yl)-2-oxoethyl)-7-cyclopropylquinoline-4-carboxamide